2-cyclopropyl-7-(dimethylamino)-4H-[1,3]thiazolo[4,5-d]pyrimidin-5-one C1(CC1)C=1SC2=C(NC(N=C2N(C)C)=O)N1